NC1=C(C=C(C#N)C=C1)NC=1C=C(C=CC1)C 4-amino-3-(m-toluidino)benzonitrile